N-[(2S)-1-(4-Cyano-4-fluoropiperidin-1-yl)-1-oxo-5-[[(1R,2S)-2-phenylcyclopropyl](prop-2-en-1-yl)amino]pentan-2-yl]-4-(1H-1,2,3-triazol-1-yl)benzamide C(#N)C1(CCN(CC1)C([C@H](CCCN(CC=C)[C@H]1[C@@H](C1)C1=CC=CC=C1)NC(C1=CC=C(C=C1)N1N=NC=C1)=O)=O)F